FC=1C=CC(=C(C1)CC(=O)NC1=CCN(C=C1)C1(CCC1)C)O 4-[[2-(5-Fluoro-2-hydroxyphenyl)acetyl]amino]-N-(1-methylcyclobutyl)pyridin